N-(2-(1H-pyrazolo[3,4-c]pyridin-1-yl)benzyl)-2-(4-aminopiperidin-1-yl)-9-isopropyl-9H-purin-6-amine N1(N=CC=2C1=CN=CC2)C2=C(CNC1=C3N=CN(C3=NC(=N1)N1CCC(CC1)N)C(C)C)C=CC=C2